COC=1C=C(CN(C2=CC(=CC=C2)COCCOCC2=CC(=CC=C2)OC)CC2=CC=C(C=C2)N2CCOCC2)C=CC1 N-(3-methoxybenzyl)-3-((2-(3-methoxybenzyloxy)ethoxy)methyl)-N-(4-morpholinobenzyl)aniline